CC1(C=2C=CC=C(C2C(CC1)(C)C)NC1=CC=CC=2C(CCC(C12)(C)C)(C)C)C bis(5,5,8,8-tetramethyl-5,6,7,8-tetrahydronaphthalen-1-yl)amine